C(N)(=N)C=1C=C(SC1)[C@@H](C)NC(=O)[C@H]1N(CC2(OCCO2)C1)C(CNC(=O)C1=CC2=C(OC3=C2C=CC=C3)C=C1)=O (S)-N-((R)-1-(4-carbamimidoylthiophen-2-yl)ethyl)-7-((dibenzo[b,d]furan-2-carbonyl)glycyl)-1,4-dioxa-7-azaspiro[4.4]nonane-8-carboxamide